1-[3-(Trimethoxysilyl)propyl]urea CO[Si](CCCNC(=O)N)(OC)OC